1,2,3,4-tetrahydrobenzo[b]azepine N1C2=C(CCCC1)C=CC=C2